CN(CCCC(=O)OC(CCCCCCCC(=O)O)CCCCCCCC(=O)O)C 9-(4-(dimethylamino)butyryloxy)heptadecanedioic acid